2-chloro-5-(4-cyclopropylphenyl)-3-(ethylsulfanyl)pyridine ClC1=NC=C(C=C1SCC)C1=CC=C(C=C1)C1CC1